(S)-8-((3S,5R)-4-acryloyl-3,5-dimethylpiperazin-1-yl)-l-1-chloro-3-(pyridin-3-yl)-10-(trifluoromethyl)-3,4-dihydro-2H,6H-[1,4]thiazepino[2,3,4-ij]quinazolin-6-one C(C=C)(=O)N1[C@H](CN(C[C@H]1C)C1=NC(N2C3=C(C=C(C=C13)C(F)(F)F)S(C[C@H](C2)C=2C=NC=CC2)Cl)=O)C